CC1=CC(=NC(=C1)C)SC1=C(C(=O)O)C=CN=C1 3-[(4,6-Dimethylpyridin-2-yl)sulfanyl]isonicotinic acid